N-(4-((3,5-dimethyl-4-oxo-3,4-dihydroquinazolin-6-yl)amino)-3,5-difluoropyridin-2-yl)propane-1-sulfonamide CN1C=NC2=CC=C(C(=C2C1=O)C)NC1=C(C(=NC=C1F)NS(=O)(=O)CCC)F